(R)-3-amino-3-mercaptopropanoic acid N[C@@H](CC(=O)O)S